4-(3-(2-hydroxyethyl)-2-(5-(methoxymethoxy)-2-methylpyridin-4-yl)-1H-indol-5-yl)piperidine-1-carboxylic acid tert-butyl ester C(C)(C)(C)OC(=O)N1CCC(CC1)C=1C=C2C(=C(NC2=CC1)C1=CC(=NC=C1OCOC)C)CCO